C1(=CC=CC=C1)C(N)C(=O)O (+)-alpha-phenylglycine